Cl.N1(CCCCC1)C=1C(NN=CC1)=O 4-(piperidin-1-yl)-2,3-dihydropyridazin-3-one hydrochloride